FC=1C=C(C=C(C1)F)C=1C(=CC=CC1N1CC(C1)OC1=CC=C(C=C1)CO)C(=O)O 3',5'-difluoro-6-(3-(4-(hydroxymethyl)phenoxy)azetidin-1-yl)-[1,1'-biphenyl]-2-carboxylic acid